[(N-Cyclohexylamino)methyl]-methyldiethoxysilan C1(CCCCC1)NC[Si](OCC)(OCC)C